COC(=O)C1=CN(C(C=C1O)=O)C1(CC1)C(F)F.NCCCN1CCOCC1 N-(3-aminopropyl)morpholine methyl-1-(1-(difluoromethyl)cyclopropyl)-4-hydroxy-6-oxo-1,6-dihydropyridine-3-carboxylate